tert-butyl 2-[4-[1-(2,6-dioxo-3-piperidyl)-3,4-dihydro-2H-quinolin-5-yl]-1-piperidyl]acetate O=C1NC(CCC1N1CCCC2=C(C=CC=C12)C1CCN(CC1)CC(=O)OC(C)(C)C)=O